OCCN1C(=NC2=C1C=C(C=C2)C=2C=CN1N=C(N=C(C12)OC)NC1CCC(CC1)(O)C)C (1r,4r)-4-((5-(1-(2-hydroxyethyl)-2-methyl-1H-benzo[d]imidazol-6-yl)-4-methoxypyrrolo[2,1-f][1,2,4]triazin-2-yl)amino)-1-methylcyclohexan-1-ol